heptacosane arachidonate C(CCC\C=C/C\C=C/C\C=C/C\C=C/CCCCC)(=O)O.CCCCCCCCCCCCCCCCCCCCCCCCCCC